1-[2-chloro-4-(trifluoromethyl)phenyl]-4-{2'-ethoxy-[2,3'-bipyridin]-5-yl}-N-[2-(methylamino)ethyl]piperidine-4-carboxamide ClC1=C(C=CC(=C1)C(F)(F)F)N1CCC(CC1)(C(=O)NCCNC)C=1C=CC(=NC1)C=1C(=NC=CC1)OCC